NC1=C2C(=NC=N1)N(N=C2C2=NOC(=C2B(O)O)C2CC2)C21CC(C2)C1 [3-[4-amino-1-(1-bicyclo[1.1.1]pentanyl)pyrazolo[3,4-d]pyrimidin-3-yl]-5-cyclopropyl-isoxazol-4-yl]boronic acid